(S)-6-(((tetrahydrofuran-3-yl)oxy)methyl)-2-pyridinecarboxylic acid methyl ester COC(=O)C1=NC(=CC=C1)CO[C@@H]1COCC1